N-[5-(1H-benzimidazol-2-yl)-1H-pyrazol-3-yl]-4-bromo-benzamide N1C(=NC2=C1C=CC=C2)C2=CC(=NN2)NC(C2=CC=C(C=C2)Br)=O